C(C)(CC)[C@H](NC(=O)[C@@H]1N(CCCC1)C)C(N([C@H](C[C@@H](O[Si](C(C)(C)C)(C)C)C=1SC=C(N1)C(=O)OC)C(C)C)CCCCCC)=O Methyl 2-((3S,6R,8R)-3-sec-butyl-5-hexyl-6-isopropyl-10,10,11,11-tetramethyl-1-((R)-1-methylpiperidin-2-yl)-1,4-dioxo-9-oxa-2,5-diaza-10-siladodecan-8-yl)thiazole-4-carboxylate